5-(benzyl (methyl) amino)-2-(pyridin-2-yl)-4,5,6,7-tetrahydro-2H-indazol-3-ylcyclopropanecarboxylate C(C1=CC=CC=C1)N(C1CC2=C(N(N=C2CC1)C1=NC=CC=C1)OC(=O)C1CC1)C